2-[[6-chloro-3-(1,1-dioxothian-4-yl)-1-oxido-quinolin-1-ium-4-yl]amino]benzoic acid ClC=1C=C2C(=C(C=[N+](C2=CC1)[O-])C1CCS(CC1)(=O)=O)NC1=C(C(=O)O)C=CC=C1